γ-methacryloxypropyl-Trimethoxysilane C(C(=C)C)(=O)OCCC[Si](OC)(OC)OC